CC=1N=C(C2=C(N1)N=CC(=C2)OCCN2CCOCC2)N 2-methyl-6-(2-morpholinoethoxy)pyrido[2,3-d]pyrimidin-4-amine